ClC1=C(C=CC(=C1)S(=O)(=O)N1CC(C1)OC1=CC=CC=C1)C1=CC=C2C(=N1)C(=NN2)N 5-(2-chloro-4-((3-phenoxyazetidin-1-yl)sulfonyl)phenyl)-1H-pyrazolo[4,3-b]pyridin-3-amine